FC1=C(C=C2CCNC2=C1)C1CCN(CC1)C(=O)OC(C)(C)C tert-butyl 4-(6-fluoroindolin-5-yl)piperidine-1-carboxylate